4-(2-oxo-2-((4-(pyridin-3-yl)phenyl)amino)ethyl)pyrrolidine-2-carboxylic acid O=C(CC1CC(NC1)C(=O)O)NC1=CC=C(C=C1)C=1C=NC=CC1